C1(CCCC1)C=1SC=CC1C(C)=O (2-cyclopentylthiophen-3-yl)ethan-1-one